dithiophenol dihydrochloride Cl.Cl.C1(=CC=CC=C1)S.C1(=CC=CC=C1)S